2-(3',5'-bis(α,α-Dimethylbenzyl)-2'-hydroxyphenyl)benzotriazole Ethyl-7-[1-(4-amino-phenyl)-1H-benzimidazol-5-yloxy]-heptanoate C(C)OC(CCCCCCOC1=CC2=C(N(C=N2)C2=CC=C(C=C2)N)C=C1)=O.CC(C1=CC=CC=C1)(C)C=1C(=C(C=C(C1)C(C1=CC=CC=C1)(C)C)N1N=C2C(=N1)C=CC=C2)O